(S)-(3-((4-(4-(3-bromo-4-fluorophenyl)-5-oxo-4,5-dihydro-1,2,4-oxadiazol-3-yl)-1,2,5-oxadiazol-3-yl)thio)pyrrolidin-1-yl)sulfonylcarbamic acid tert-butyl ester C(C)(C)(C)OC(NS(=O)(=O)N1C[C@H](CC1)SC1=NON=C1C1=NOC(N1C1=CC(=C(C=C1)F)Br)=O)=O